NC1=NC=CC=C1C1=NC=2C(=NC(=CC2)N2N=C(C=C2)COC)N1C=1C=C2CC[C@@H](C2=CC1)NC1CCN(CC1)C(C=C)=O 1-(4-{[(1S)-5-[2-(2-aminopyridin-3-yl)-5-[3-(methoxymethyl)pyrazol-1-yl]imidazo[4,5-b]pyridin-3-yl]-2,3-dihydro-1H-inden-1-yl]amino}piperidin-1-yl)prop-2-en-1-one